BrC=1C=C2C(=CNC2=CC1)C#N 5-bromo-indole-3-carbonitrile